NC1=C2N=CN(C2=NC=N1)[C@H]1[C@@H]([C@@H]([C@H](O1)COP1(OCCC(O1)C1=C(C=C(C=C1)Cl)F)=S)O)O 2-(((2r,3s,4r,5r)-5-(6-amino-9H-purin-9-yl)-3,4-dihydroxytetrahydrofuran-2-yl)methoxy)-4-(4-chloro-2-fluorophenyl)-1,3,2-dioxaphosphorinane 2-sulfide